O=C1NC(CCC1N1C(N(C2=C1C=CC=C2N2CCC(CC2)CC2CCN(CC2)C(=O)OC(C)(C)C)C)=O)=O 1-Tert-butyl 4-[[1-[1-(2,6-dioxo-3-piperidyl)-3-methyl-2-oxo-benzimidazol-4-yl]-4-piperidyl]methyl]piperidine-1-carboxylate